tert-Butyl (1R,3S,4S)-3-(4-(1-(2-bromo-4-fluorophenyl)-1H-pyrrolo[2,3-c]-pyridine-3-carbonyl)piperidine-1-carbonyl)-2-azabicyclo[2.2.1]heptane-2-carboxylate BrC1=C(C=CC(=C1)F)N1C=C(C=2C1=CN=CC2)C(=O)C2CCN(CC2)C(=O)[C@H]2N([C@@H]1CC[C@H]2C1)C(=O)OC(C)(C)C